FC1=C(C(=CC(=C1)[N+](=O)[O-])F)N1CCC(CC1)CN1CCC2(CC(C2)CNC(OCC2=CC=CC=C2)=O)CC1 benzyl ((7-((1-(2,6-difluoro-4-nitrophenyl)piperidin-4-yl)methyl)-7-azaspiro[3.5]nonan-2-yl)methyl)carbamate